4,7-bis(4-(2-fluorophenoxy)butyl)-1,3-diiminobenzisoindoline FC1=C(OCCCCC2=C3C(NC(C3=C3C(=C2)C=C(C=C3)CCCCOC3=C(C=CC=C3)F)=N)=N)C=CC=C1